(1S,2R,3S,4R)-2,3-dihydroxyl-N-meth-yl-4-(2-(5-methoxypyridin-3-yl)-6-((pyridin-2-ylmethyl)amino)-9H-purin-9-yl)cyclopentaneformamide O[C@@H]1[C@H](C[C@H]([C@@H]1O)N1C2=NC(=NC(=C2N=C1)NCC1=NC=CC=C1)C=1C=NC=C(C1)OC)C(=O)NC